C(C)(C)(C)OC(=O)N1[C@H](C[C@@H](C1)CC1=CC=CC=C1)C(N[C@H](C(=O)OCC1=CC=CC=C1)C)=O (2R,4S)-4-benzyl-2-(((S)-1-(benzyloxy)-1-oxopropan-2-yl)carbamoyl)pyrrolidine-1-carboxylic acid tert-butyl ester